CC=1C(=NC=CC1)N(C(C1=CC(=CC=C1)C=1C=NC=CC1)=O)[C@H]1CNCCC1 (R)-N-(3-methylpyridin-2-yl)-N-(piperidin-3-yl)-3-(pyridin-3-yl)benzamide